3-methoxy-1,2,4-thiadiazole COC1=NSC=N1